tert-butyl (R)-4-(3-cyclopropyl-2-fluoro-4-nitrophenyl)-2-methylpiperazine-1-carboxylate C1(CC1)C=1C(=C(C=CC1[N+](=O)[O-])N1C[C@H](N(CC1)C(=O)OC(C)(C)C)C)F